methylthioguanosine C[C@@]1([C@H](S)[C@H](O)[C@@H](CO)O1)N1C=NC=2C(=O)NC(N)=NC12